ClC1=C(C(=NC(=N1)C)CC(=O)OC)C1OCCO1 methyl 2-[6-chloro-5-(1,3-dioxolan-2-yl)-2-methylpyrimidin-4-yl]acetate